OC1CCN(CC1)C1=NC(=NC(=C1)NCC1=CC=C(C=C1)S(=O)(=O)C)NC=1SC(=C(N1)C)C(=O)OCC ethyl 2-[[4-(4-hydroxy-1-piperidinyl)-6-[[[4-(methylsulfonyl) phenyl] methyl] amino]-2-pyrimidinyl] amino]-4-methyl-5-thiazolecarboxylate